COC1CC(CC1)C=O (3-methoxycyclopentyl)methanon